(4S)-1-[[2-(methoxymethyl)-6-methyl-imidazo[2,1-b][1,3,4]thiadiazol-5-yl]methyl]-3-phenylselanyl-4-(2,2,2-trifluoroethyl)pyrrolidin-2-one COCC1=NN2C(S1)=NC(=C2CN2C(C([C@H](C2)CC(F)(F)F)[Se]C2=CC=CC=C2)=O)C